(S)-3-(bis(4-fluorophenyl)methyl)-N-(4-(trifluoromethoxy)phenyl)piperidine-1-sulfonamide FC1=CC=C(C=C1)C([C@H]1CN(CCC1)S(=O)(=O)NC1=CC=C(C=C1)OC(F)(F)F)C1=CC=C(C=C1)F